2-(4-phenoxy(mercapto)phenyl)benzil O(C1=CC=CC=C1)C1=CC(=C(C=C1)C1=C(C=CC=C1)C(=O)C(=O)C1=CC=CC=C1)S